ClC=1C=C2C(=NC1C1=NC=CC=N1)NC=C2C(=O)C=2C=NN(C2C(F)(F)F)C2=CN=CC1=C(C=CC=C21)F [5-chloro-6-(pyrimidin-2-yl)-1H-pyrrolo[2,3-b]pyridin-3-yl][1-(8-fluoroisoquinolin-4-yl)-5-(trifluoromethyl)-1H-pyrazol-4-yl]methanone